2-amino-5-fluoro-6-chloropyrazine NC1=NC(=C(N=C1)F)Cl